8-Fluoro-2-(4-fluoro-1-methylpiperidin-4-yl)-6-(2-methylimidazo[1,2-a]pyridin-6-yl)quinazolin-4(3H)-one FC=1C=C(C=C2C(NC(=NC12)C1(CCN(CC1)C)F)=O)C=1C=CC=2N(C1)C=C(N2)C